COC=1C=C(N=NC1C1(COC1)C)NC(OC(C)(C)C)=O tert-butyl (5-methoxy-6-(3-methyloxetan-3-yl)pyridazin-3-yl)carbamate